2-(2-hydroxyethyl)-1,2,4-triazole-3-thione OCCN1NC=NC1=S